ClC1=CC=C(S1)C1=C(C=C(C=C1)C(F)(F)F)NS(=O)(=O)C=1C=C(C(=O)OC)C=CC1OC methyl 3-(N-(2-(5-chlorothiophen-2-yl)-5-(trifluoromethyl)phenyl)sulfamoyl)-4-methoxybenzoate